N1N=CC2=CC(=CC=C12)C=1OC2=C(C=C(C=C2C(C1)=O)C)C(C)NC1=C(C(=O)OC(C)(C)C)C=CC=C1 tert-Butyl 2-[1-[2-(1H-indazol-5-yl)-6-methyl-4-oxo-chromen-8-yl]ethylamino]benzoate